CN(\C=C(\C(C)=O)/OC1=CC=C(C=C1)[N+](=O)[O-])C (Z)-4-(dimethylamino)-3-(4-nitrophenoxy)but-3-en-2-one